2-(6-chloro-5-fluoropicolinamido)benzo[d]thiazole-5-carboxylic acid ClC1=C(C=CC(=N1)C(=O)NC=1SC2=C(N1)C=C(C=C2)C(=O)O)F